bis(1,3-bis(octanoyloxy) propan-2-yl) 4-oxoheptanedioate O=C(CCC(=O)OC(COC(CCCCCCC)=O)COC(CCCCCCC)=O)CCC(=O)OC(COC(CCCCCCC)=O)COC(CCCCCCC)=O